Ethyl 6-(6-hydroxy-6-methyl-2-azaspiro[3.3]heptane-2-yl)benzo[b]thiophene-2-carboxylate OC1(CC2(CN(C2)C=2C=CC3=C(SC(=C3)C(=O)OCC)C2)C1)C